C(C)OC(\C=C\1/CCN(C2(CC2)C1)C(=O)OC(C)(C)C)=O tert-Butyl (7E)-7-(2-ethoxy-2-oxo-ethylidene)-4-azaspiro[2.5]octane-4-carboxylate